ClC1=CC(=C(C=C1)NC1=CC(=CC2=C1OCCCC2C2=CC=CC=C2)C2=C(C=CC(=C2)C)C2=NN=NN2)F N-(4-chloro-2-fluorophenyl)-7-(5-methyl-2-(1H-tetrazol-5-yl)phenyl)-5-phenyl-2,3,4,5-tetrahydrobenzo[b]oxepin-9-amine